FC1=C(C=CC=C1)CCCNC(C)C1=CC(=CC=C1)OC N-(3-(2-fluorophenyl)propyl)-1-(3-methoxyphenyl)ethylamine